[bis((hydroxyphenyl)pyridine)] platinum (II) [Pt+2].OC1=C(C=CC=C1)C1=NC=CC=C1.OC1=C(C=CC=C1)C1=NC=CC=C1